COC=1C(=CC2=CN(N=C2C1)C1CCC(CC1)CC=O)NC(=O)C1=NC(=CC=C1)C(F)(F)F N-(6-methoxy-2-((1r,4r)-4-(2-oxoethyl)cyclohexyl)-2H-indazol-5-yl)-6-(trifluoro-methyl)pyridinecarboxamide